(3S)-4-[(3S)-1-{(1S)-1-[(methoxycarbonyl)oxy]ethyl}-2-oxopyrrolidin-3-yl]-3-({N-[(4-methoxy-1H-indol-2-yl) carbonyl]-L-leucyl}amino)-2-oxobutyl 2,6-dimethylbenzoate CC1=C(C(=O)OCC([C@H](C[C@H]2C(N(CC2)[C@H](C)OC(=O)OC)=O)NC([C@@H](NC(=O)C=2NC3=CC=CC(=C3C2)OC)CC(C)C)=O)=O)C(=CC=C1)C